C(#N)C1=C(CC(C=C1)(C)C#N)C 1,4-dicyano-2,4-dimethyl-benzene